N1(CCOCC1)C=1OC2=C(N1)C=C(C=C2)NC(=O)C2=CC1=C(OCCO1)C=C2 2,3-dihydro-benzo[1,4]dioxine-6-carboxylic acid (2-morpholin-4-yl-benzooxazol-5-yl)-amide